FC1=CC=C(C=C1)S(=O)(=O)N1C[C@@H]2N(CC1)C(CC2)=O |r| racemic-2-[(4-fluorophenyl)sulfonyl]-hexahydropyrrolo[1,2-a]pyrazin-6(2H)-one